C(C)(C)(C)OC(=O)N1C[C@H](CC1)[C@@H](C(=O)OC(C)(C)C)CC1=CC(=CC=C1)CC=C (3R)-3-[(1S)-1-[(3-allylphenyl)methyl]-2-tert-butoxy-2-oxoethyl]pyrrolidine-1-carboxylic acid tert-butyl ester